[Na+].C1(CC1)CC(=O)[O-] cyclopropaneacetic acid monosodium salt